NC=1C(=CC(=C(C1)C1=C(C(=C(C(=C1F)F)F)F)F)Cl)O 5-amino-2-chloro-2',3',4',5',6'-pentafluoro-[1,1-biphenyl]-4-ol